C[C@H]1N(CCNC1)C(=O)O (R)-2-methylpiperazine-1-carboxylic acid